1-(4-((4-amino-2-butyl-1H-imidazo[4,5-c]quinolin-1-yl)methyl)benzyl)-5-methyl-1,3-dihydro-2H-pyrrol-2-one NC1=NC=2C=CC=CC2C2=C1N=C(N2CC2=CC=C(CN1C(CC=C1C)=O)C=C2)CCCC